4-(2-((2-(2,6-dioxopiperidin-3-yl)-1,3-dioxoisoindolin-5-yl)oxy)acetamido)butanoic acid O=C1NC(CCC1N1C(C2=CC=C(C=C2C1=O)OCC(=O)NCCCC(=O)O)=O)=O